4-chlorofuro[3,2-c]pyridine-7-carbonitrile ClC1=NC=C(C2=C1C=CO2)C#N